tert-butyl 4-((4-((4-([1,2,4]triazolo[1,5-a]pyridin-7-yloxy)-2-methoxy-5-Methylphenyl)amino)-7-methoxyquinazolin-6-yl)amino)piperidine-1-carboxylate N=1C=NN2C1C=C(C=C2)OC2=CC(=C(C=C2C)NC2=NC=NC1=CC(=C(C=C21)NC2CCN(CC2)C(=O)OC(C)(C)C)OC)OC